C(C)(C)(C)OC(=O)N1[C@H]2[C@H](N(C[C@@H]1CC2)C(=O)OCC2=CC=CC=C2)CO (1R,2S,5S)-2-(hydroxymethyl)-3,8-diazabicyclo[3.2.1]octane-3,8-dicarboxylic acid 3-benzyl 8-(tert-butyl) ester